B(O)(O)C=1C=CC(=C(C(=O)O)C1)Cl 5-borono-2-chlorobenzoic acid